FC([C@@H]1CC[C@H](CC1)COC1=CC(=CN=N1)C1=CC(=NC=C1)[C@H]1[C@@H](C1)C(=O)O)(F)F (1R,2R)-2-[4-(6-{[trans-4-(trifluoromethyl)cyclohexyl]methoxy}pyridazin-4-yl)pyridin-2-yl]cyclopropanecarboxylic acid